(Z)-5-(4-fluoro-3-methoxybenzylidene)thiazolidine-2,4-dione FC1=C(C=C(\C=C/2\C(NC(S2)=O)=O)C=C1)OC